4'-(bromomethyl-d2)-N-(4,5-dimethylisoxazol-3-yl)-2'-(ethoxymethyl)-N-(methoxymethyl)-[1,1'-biphenyl]-2-sulfonamide BrC(C1=CC(=C(C=C1)C=1C(=CC=CC1)S(=O)(=O)N(COC)C1=NOC(=C1C)C)COCC)([2H])[2H]